Methyl 4-bromo-5-fluoro-3-methyl-2-(3-(2,2,2-trichloroacetyl)ureido)benzoate BrC1=C(C(=C(C(=O)OC)C=C1F)NC(=O)NC(C(Cl)(Cl)Cl)=O)C